tert-butyldimethylchlorosilane (R,E)-2-hydroxy-3-(octadec-2-en-1-yloxy)propyl-pivalate O[C@H](CCC(C(=O)O)(C)C)COC\C=C\CCCCCCCCCCCCCCC.C(C)(C)(C)[Si](Cl)(C)C